The molecule is a cyclohexadienecarboxylic acid having the C=C bonds at the 1- and 3-positions, the carboxylic acid at the 1-position and two hydroxy substituents at the 5- and 6-positions. It is a cyclohexadienecarboxylic acid and an alpha,beta-unsaturated monocarboxylic acid. It is a conjugate acid of a 2,3-dihydroxy-2,3-dihydrobenzoate. C1=CC(C(C(=C1)C(=O)O)O)O